C1(=CC=CC=C1)C(C)(C)N1C[C@H](CC1)NC(OC(C)(C)C)=O tert-butyl (S)-(1-(2-phenylpropan-2-yl)pyrrolidin-3-yl)carbamate